ClC1=NN(C2=NC(=NC=C21)Cl)CCCOC2=NN(C(=C2[N+](=O)[O-])C)C2=C(N=NC=C2)OC 3,6-dichloro-1-(3-((1-(3-methoxypyridazin-4-yl)-5-methyl-4-nitro-1H-pyrazol-3-yl)oxy)propyl)-1H-pyrazolo[3,4-d]pyrimidine